COC([C@H](C[C@H]1C(NCCC1)=O)NC([C@H](CC(C)C)NC)=O)=O (S)-2-((S)-4-methyl-2-(methylamino)pentanamido)-3-((S)-2-oxo-piperidin-3-yl)propionic acid methyl ester